ClC=1C=C(C=CC1)CC=1OC(=C(N1)C1=CC=C(C=C1)I)C (3-Chlorophenylmethyl)-4-(4-iodophenyl)-5-methyl-oxazole